FC1=C(C=C2CN(C(C2=C1)=O)C1C(NC(CC1)=O)=O)N1CCN(CC1)CC1CCN(CC1)C1=CC=C(C=C1)C1C(COC2=CC(=CC=C12)O)C1=CC(=CC=C1)OC 3-(6-Fluoro-5-(4-((1-(4-(7-hydroxy-3-(3-methoxyphenyl)chroman-4-yl)phenyl)piperidin-4-yl)methyl)piperazin-1-yl)-1-oxoisoindolin-2-yl)piperidin-2,6-dion